3-(1-hydroxy-3-isopropylcyclohexyl)acrolein OC1(CC(CCC1)C(C)C)C=CC=O